2-(2-((4-Methyl-4'-(piperazin-1-ylsulfonyl)-[1,1'-biphenyl]-3-yl)(propyl)amino)thiazol-4-yl)pyrimidine-4,6-diamine CC1=C(C=C(C=C1)C1=CC=C(C=C1)S(=O)(=O)N1CCNCC1)N(C=1SC=C(N1)C1=NC(=CC(=N1)N)N)CCC